2-(9H-Fluoren-9-yl)-butyric acid ethyl ester C(C)OC(C(CC)C1C2=CC=CC=C2C=2C=CC=CC12)=O